2-((3-(difluoromethyl)-1-methyl-1H-pyrazol-5-yl)oxy)-1-(2,4-difluorophenyl)ethan-1-one-O-methyl oxime CON=C(COC1=CC(=NN1C)C(F)F)C1=C(C=C(C=C1)F)F